OC1=C(C(=C(C(=C1OC)OC)O)C)CCCCCCCCCC[P+](C1=CC=CC=C1)(C1=CC=CC=C1)C1=CC=CC=C1 [10-(2,5-dihydroxy-3,4-dimethoxy-6-methylphenyl)decyl]triphenyl-phosphonium